F[C@H]1CN(CC[C@H]1OCC(C)(O)C)C1=NC=CC(=N1)NC=1N=CC2=C(C=CC(=C2C1)C(C)C)N1[C@@H]([C@H](C1)CS(=O)(=O)C)C 1-{[(3S,4R)-3-fluoro-1-[4-({8-[(2R,3S)-3-(methanesulfonylmeth-yl)-2-methylazetidin-1-yl]-5-(propan-2-yl)isoquinolin-3-yl}amino)pyrimidin-2-yl]piperidin-4-yl]oxy}-2-methylpropan-2-ol